(R)-tetrahydrofuran-3-yl 4-(3-(4-cyano-3-(trifluoromethyl) phenyl)-5,5-dimethyl-4-oxo-2-thioxoimidazolin-1-yl)-2-fluorobenzoate C(#N)C1=C(C=C(C=C1)N1C(N(C(C1=O)(C)C)C1=CC(=C(C(=O)O[C@H]2COCC2)C=C1)F)=S)C(F)(F)F